(E)-5-(4-Phenoxyphenyl)-N4-((1-(styrylsulfonyl)piperidin-4-yl)methyl)pyrimidin-4,6-diamin O(C1=CC=CC=C1)C1=CC=C(C=C1)C=1C(=NC=NC1N)NCC1CCN(CC1)S(=O)(=O)\C=C\C1=CC=CC=C1